(E)-N-(4-((4-((6-(tert-butyl)pyridin-3-yl)methoxy)-3-chlorophenyl)amino)-3-cyano-7-ethoxyquinolin-6-yl)-4-(dimethylamino)but-2-enamide C(C)(C)(C)C1=CC=C(C=N1)COC1=C(C=C(C=C1)NC1=C(C=NC2=CC(=C(C=C12)NC(\C=C\CN(C)C)=O)OCC)C#N)Cl